(4-hydroxyphenyl)-4H-chromen-4-one C1=CC(=CC=C1C2=CC(=O)C3=C(O2)C(=C(C=C3O)O)C4=C(C=CC(=C4)C5=CC(=O)C6=C(C=C(C=C6O5)O)O)O)O